C1(=CC=CC=C1)C1(CCC1)C=1NC(C2=C(N1)CCNC2)=O 2-(1-phenylcyclobutyl)-5,6,7,8-tetrahydropyrido[4,3-d]pyrimidin-4(3H)-one